C(C)(C)(C)C1=C(C=CC(=C1)F)NC1=C(C(=O)NC=2C(=NC(=CC2)OC)C)C=CC(=C1)C(F)(F)F 2-((2-(tert-butyl)-4-fluorophenyl)-amino)-N-(6-methoxy-2-methylpyridin-3-yl)-4-(trifluoromethyl)-benzamide